5,5'-((5-(4,6-diphenyl-1,3,5-triazin-2-yl)-1,3-phenylene)bis(9H-carbazole-9,3-diyl))bis(5H-pyrido[4,3-b]indole) C1(=CC=CC=C1)C1=NC(=NC(=N1)C1=CC=CC=C1)C=1C=C(C=C(C1)N1C2=CC=CC=C2C=2C=C(C=CC12)N1C2=C(C=3C=CC=CC13)C=NC=C2)N2C1=CC=CC=C1C=1C=C(C=CC21)N2C1=C(C=3C=CC=CC23)C=NC=C1